C=C1CC(=CC(=C1)OC#N)OC#N 3-methylene-1,5-phenylenecyanate